COC=1C=C(COC=2C=CC3=C(C(OC4=CC(=CC=C34)O)=O)C2)C=C(C1)OC 8-((3,5-dimethoxybenzyl)oxy)-3-hydroxy-6H-benzo[c]chromen-6-one